C(CCCCCCCC=CCC=CCCCC)(=O)O heptadec-9,12-dienoic acid